1-fluoromethyl-4-nitro-1H-pyrazole FCN1N=CC(=C1)[N+](=O)[O-]